CC1(COC2(OC1)CCCCC2)C 3,3-dimethyl-1,5-dioxaspiro[5.5]undecane